C(C)(C)(C)OC(=O)NC1=NC=CC2=CC(=CC=C12)C(=O)O 1-[(tert-butoxycarbonyl)amino]isoquinoline-6-carboxylic acid